C1C(C)(CCC[C@@H](C)[C@H]2CC[C@H]3[C@@H]4C[C@H](C5CCCC[C@]5(C)[C@H]4CC[C@]23C)O)O1 β,6β-epoxycholestanol